FC(C(=O)O)(F)F.NC=1N=CC(=NC1N1N=CN=C1)C=1C=C(C=CC1C)S(=O)(=O)NC12CC(C1)(C2)C(C)(C)O 3-(5-Amino-6-(1H-1,2,4-triazol-1-yl)pyrazin-2-yl)-N-(3-(2-hydroxypropan-2-yl)bicyclo[1.1.1]pentan-1-yl)-4-methylbenzenesulfonamide trifluoroacetate salt